1-(6-((4-(6-(1H-imidazol-2-yl)-2-methylpyridin-3-yl)piperazin-1-yl)methyl)-5-fluoropyrimidin-4-yl)-3-ethylurea formate C(=O)O.N1C(=NC=C1)C1=CC=C(C(=N1)C)N1CCN(CC1)CC1=C(C(=NC=N1)NC(=O)NCC)F